(3-bromo-4-(2-fluorophenoxy)phenyl)-6-methoxy-7-((1-methylpiperidin-4-yl)methoxy)quinazolin-4-amine BrC=1C=C(C=CC1OC1=C(C=CC=C1)F)C1=NC2=CC(=C(C=C2C(=N1)N)OC)OCC1CCN(CC1)C